N-(2-methoxycyclohexyl)-2,4-dimethyl-N-phenylaniline COC1C(CCCC1)N(C1=C(C=C(C=C1)C)C)C1=CC=CC=C1